2-(4-aminopiperidin-1-yl)-6-chloro-4-ethylpyridine-3,5-dicarbonitrile, hydrochloride salt Cl.NC1CCN(CC1)C1=NC(=C(C(=C1C#N)CC)C#N)Cl